(7R,14R)-11-((1-acetylpiperidin-3-yl)ethynyl)-1-(difluoromethoxy)-6-(methyl-d3)-6,7-dihydro-7,14-methanobenzo[f]benzo[4,5]imidazo[1,2-a][1,4]diazocin-5(14H)-one C(C)(=O)N1CC(CCC1)C#CC1=CC2=C(N=C3N2[C@H]2C4=C(C(N([C@@H]3C2)C([2H])([2H])[2H])=O)C=CC=C4OC(F)F)C=C1